FC=1C=C(C=C2CC(CC12)CNCCC1CN(C(O1)=O)C=1C=CC=2OCC(NC2N1)=O)OCC#N 2-[[7-fluoro-2-[[2-[2-oxo-3-(3-oxo-4H-pyrido[3,2-b][1,4]oxazin-6-yl)-1,3-oxazolidin-5-yl]ethylamino]methyl]-2,3-dihydro-1H-inden-5-yl]oxy]acetonitrile